2-((((9H-fluoren-9-yl)methoxy)carbonyl)amino)-3-(2-(4-acetylpiperazin-1-yl)pyrimidin-5-yl)propanoic acid C1=CC=CC=2C3=CC=CC=C3C(C12)COC(=O)NC(C(=O)O)CC=1C=NC(=NC1)N1CCN(CC1)C(C)=O